6'-Chloro-5-(1H-tetrazol-5-yl)-2H-[1,3'-bipyridin]-2-one Bis(4-nitrophenyl)phosphorazidate [N+](=O)([O-])C1=CC=C(C=C1)OP(OC1=CC=C(C=C1)[N+](=O)[O-])(=O)N=[N+]=[N-].ClC1=CC=C(C=N1)N1C(C=CC(=C1)C1=NN=NN1)=O